(S)-2-((4-(6-((4-chloro-2-fluorobenzofuran-7-yl)methoxy)pyridin-2-yl)piperidin-1-yl)methyl)-1-(oxetane-2-ylmethyl)-1H-benzo[d]imidazole-6-carboxylic acid methyl ester COC(=O)C=1C=CC2=C(N(C(=N2)CN2CCC(CC2)C2=NC(=CC=C2)OCC2=CC=C(C=3C=C(OC32)F)Cl)C[C@H]3OCC3)C1